2-amino-3-(5-sulfanylpyridin-3-yl)propanoic acid NC(C(=O)O)CC=1C=NC=C(C1)S